amino-N-(5-methyl-1,3,4-thiadiazol-2-yl)benzamide NC1=C(C(=O)NC=2SC(=NN2)C)C=CC=C1